6-hydroxy-methyl-6-hepten OC(CCCCCC)=C